diammonium hydrogen phosphate salt P(=O)(O)([O-])[O-].[NH4+].[NH4+]